butylsulfanyl-3,5-dimethoxyphenethylamine C(CCC)SNCCC1=CC(=CC(=C1)OC)OC